BrC=1C(=CC2=C(N(CC(N(S2(=O)=O)CC2=CC=C(C=C2)OC)CCCC)C2=CC=C(C=C2)F)C1)OC 7-Bromo-3-butyl-5-(4-fluorophenyl)-8-methoxy-2-(4-methoxybenzyl)-2,3,4,5-tetrahydro-1,2,5-benzothiadiazepine 1,1-dioxide